[Cl-].C(C)[N+]1(C=NC=C1)C 3-1-Ethyl-3-Methylimidazolium Chloride